CC1=CC=C(C=C1)NC(N(C)C)=O 3-(4-methylphenyl)-1,1-dimethylurea